C(C)(C)(C)OC(=O)N1CCC(CC1)CN1N=C2C=C(C=CC2=C1)C1=NC(=CN=C1)C=1SC=C(C1)Br 4-(6-(6-(4-Bromothiophene-2-yl)pyrazin-2-yl)-2H-indazol-2-yl)methylpiperidine-1-carboxylic acid tert-butyl ester